BrC1=NNC2=C(N=C(C=C21)C(F)(F)F)CCNC(OC(C)(C)C)=O tert-butyl {2-[3-bromo-5-(trifluoromethyl)-1H-pyrazolo[3,4-c]pyridin-7-yl]ethyl}carbamate